8-Bromo-5-chloro-3-methylpyrido[4,3-d]pyrimidin-4(3H)-one BrC1=CN=C(C2=C1N=CN(C2=O)C)Cl